2-[3-chloro-5-(trifluoromethyl)phenyl]Acetyl chloride ClC=1C=C(C=C(C1)C(F)(F)F)CC(=O)Cl